3-(((3-chloropyrazin-2-yl)methyl)carbamoyl)pyrrolidine-1-carboxylic acid benzyl ester C(C1=CC=CC=C1)OC(=O)N1CC(CC1)C(NCC1=NC=CN=C1Cl)=O